O=C1NC(CC[C@@H]1N1C(N(C2=C1C=CC=C2C2CCN(CC2)CC2CCC(CC2)N2N=C1C=C(C(=CC1=C2)NC(=O)C2=NC(=CC=C2)C(F)(F)F)C)C)=O)=O N-[2-[4-[[4-[1-[(3S)-2,6-dioxo-3-piperidinyl]-3-methyl-2-oxo-benzimidazol-4-yl]-1-piperidinyl]methyl]cyclohexyl]-6-methyl-indazol-5-yl]-6-(trifluoromethyl)pyridine-2-carboxamide